CS(=O)(=O)C1=CC(=C(C=C1)NCC#CC=1N(C2=CC=CC(=C2C1)NC1CCN(CC1)C(N)=N)CC(F)(F)F)OC 4-[(2-{3-[(4-methane-sulfonyl-2-methoxyphenyl)amino]prop-1-yn-1-yl}-1-(2,2,2-trifluoroethyl)-1H-indol-4-yl)amino]piperidine-1-carboximidamide